3-pentyldecan-1-ol C(CCCC)C(CCO)CCCCCCC